1,6-bis(diethoxy(methyl)silyl)hexane C(C)O[Si](CCCCCC[Si](C)(OCC)OCC)(C)OCC